[N+](=O)([O-])C1=C(N)C=CC(=C1)C=1C=NC=NC1 2-nitro-4-pyrimidin-5-yl-aniline